C=C1C(C(C(=O)O)=CC=C1)O Methylenesalicylic acid